COC=1C=C(OC2=C(C=CC=C2)NC(CNC(C2=C(C=C(C=C2C)C)C)=O)=O)C=CC1 N-(2-((2-(3-methoxyphenoxy)phenyl)amino)-2-oxoethyl)-2,4,6-trimethylbenzamide